Benzyl (R)-6-(2-amino-3-(oxazol-4-yl)propoxy)-3-fluoroquinoline-5-carboxylate 2,2,2-trifluoroacetate FC(C(=O)O)(F)F.N[C@@H](COC1=C(C=2C=C(C=NC2C=C1)F)C(=O)OCC1=CC=CC=C1)CC=1N=COC1